CC1=CC=C(C=C1)S(=O)(=O)O[C@@H]1C[C@@H]2N(CCN(C2)C2=NN(C(=C2)C)C2=CC=C(C=C2)OC(F)(F)F)C1 [(7R,8aS)-2-[5-methyl-1-[4-(trifluoromethoxy)phenyl]pyrazol-3-yl]-3,4,6,7,8,8a-hexahydro-1H-pyrrolo[1,2-a]pyrazin-7-yl] 4-methylbenzenesulfonate